ClC1=CC=C2C(=N1)N=C(O2)N2CCOCC2 5-Chloro-2-morpholino-oxazolo[4,5-b]pyridine